NC1=CC=C(C=C1)C1(C2=CC(=CC=C2C=2C=CC(=CC12)S(=O)(=O)O)S(=O)(=O)O)C1=CC=C(C=C1)N 9,9-bis(4-aminophenyl)fluorene-2,7-disulfonic acid